ClC1=CC=C(OC2=CC=C(C=N2)C2CN(C2)C(=O)OC(C)(C)C)C=C1 tert-butyl 3-(6-(4-chlorophenoxy)pyridin-3-yl)azetidine-1-carboxylate